C(=O)C1=CC=C(C=C1)C1=CC=C2C=CC3=CC=CC4=CC=C1C2=C34 (p-formylphenyl)pyrene